COC(=O)C1=C(C=NC=C1)NC[C@H]1CCCC2=CC(=CC=C12)OC1=C(C=CC=C1)C 3-({[(1S)-6-(2-methylphenoxy)-1,2,3,4-tetrahydronaphthalen-1-yl]methyl}amino)pyridine-4-carboxylic acid methyl ester